CN1N=CC2=CC=C(C(=C12)C=1C(=C(N=C2C3CC(CC12)C3)N3[C@H](C1(CN(C1)C(C=C)=O)CC3)C)C#N)C (M)-(1S,9R)-6-(1,6-dimethyl-1H-indazol-7-yl)-4-((5S)-5-methyl-2-(2-propenoyl)-2,6-diazaspiro[3.4]octan-6-yl)-3-azatricyclo[7.1.1.02,7]undeca-2,4,6-triene-5-carbonitrile